1-((3S,5R)-1-(But-2-ynoyl)-5-(methoxymethyl)pyrrolidin-3-yl)-3-((1-cyclopropyl-6-fluoro-1H-benzo[d]imidazol-5-yl)ethynyl)-5-(methylamino)-1H-pyrazole-4-carboxamide C(C#CC)(=O)N1C[C@H](C[C@@H]1COC)N1N=C(C(=C1NC)C(=O)N)C#CC1=CC2=C(N(C=N2)C2CC2)C=C1F